FC=1C=C(N)C=CC1OC1=CNC2=NC=C(C=C21)F 3-fluoro-4-[(5-fluoro-1H-pyrrolo[2,3-b]pyridin-3-yl)oxy]aniline